FC(C1=CC2=C(NC1=O)CC(OC2)CN2CCC(=CC2)C=2C(=NC(=CC2)C(=O)NC)F)F 1'-((3-(difluoromethyl)-2-oxo-1,5,7,8-tetrahydro-2H-pyrano[4,3-b]pyridin-7-yl)methyl)-2-fluoro-N-methyl-1',2',3',6'-tetrahydro-[3,4'-bipyridine]-6-carboxamide